ClC(C(C(F)(F)F)F)Cl 3,3-dichloro-1,1,1,2-tetrafluoropropane